4-Amino-3-[6-(4-benzyloxyphenyl)pyridin-3-ylazo]naphthalene-1-sulfonic acid NC1=C(C=C(C2=CC=CC=C12)S(=O)(=O)O)N=NC=1C=NC(=CC1)C1=CC=C(C=C1)OCC1=CC=CC=C1